N-((cis)-3-(5-chloro-2-cyanophenyl)-3-methylcyclobutyl)-1-((R or S)-1-(5-methoxy-6-((1R,5S)-2-oxo-3-azabicyclo[3.1.0]hexan-3-yl)pyridin-3-yl)ethyl)-1H-1,2,3-triazole-4-carboxamide ClC=1C=CC(=C(C1)C1(CC(C1)NC(=O)C=1N=NN(C1)[C@H](C)C=1C=NC(=C(C1)OC)N1C([C@@H]2C[C@@H]2C1)=O)C)C#N |o1:19|